(R)-1-((S)-4-benzyl-2-thioxooxazolin-3-yl)-2-(2-methyl-1,3-dioxolan-2-yl)pent-4-en-1-one C(C1=CC=CC=C1)C=1N(C(OC1)=S)C([C@H](CC=C)C1(OCCO1)C)=O